FC(C1=NC=CC(=C1)C1=CC(=C(C=C1)O)S(F)(F)(F)(F)F)F 4-[2-(difluoromethyl)pyridin-4-yl]-2-(pentafluoro-λ6-mercapto)phenol